[1,3-bis(2,4,6-trimethylphenyl)-2-imidazolidinylidene]Dichloro(phenylmethylene)bis(3-bromopyridine) ruthenium (II) [Ru+2].CC1=C(C(=CC(=C1)C)C)N1C(N(CC1)C1=C(C=C(C=C1C)C)C)=C1C(=C(C(=C(N1)C(C1=NC=CC=C1Br)C1=CC=CC=C1)Br)Cl)Cl